C(C)S(=O)(=O)C1=CC=C(CC2=C(C(=O)N)C=C(C(=N2)N2CC(CC2)C2=CC=C(C=C2)C(F)(F)F)OC)C=C1 (4-(ethylsulfonyl)benzyl)-5-methoxy-6-(3-(4-(trifluoromethyl)phenyl)pyrrolidin-1-yl)nicotinamide